C(C)OC(=O)C1=NN2C(C(NCC2(C)C)=O)=C1 7,7-dimethyl-4-oxo-4,5,6,7-tetrahydropyrazolo[1,5-a]pyrazine-2-carboxylic acid ethyl ester